14-allyl-8,13,13b,14-tetrahydroindolo[2',3':3,4]pyrido[2,1-b]quinazolin-5(7H)-one C(C=C)N1C2N(C(C=3C=CC=CC13)=O)CCC1=C2NC2=CC=CC=C21